8-(2-(benzyloxy)ethyl)-5,8-dimethyl-N-(7-methyl-[1,2,4]triazolo[1,5-a]pyridin-6-yl)-7,8-dihydro-5H-imidazo[1,2-e]purin-2-amine C(C1=CC=CC=C1)OCCC1(CN=C2N1C=1N=C(N=CC1N2C)NC=2C(=CC=1N(C2)N=CN1)C)C